O1[SiH2]N=CC=C1 [1,3,2]oxazasiline